NCC1(CCN(CC1)C1=CN=C2C(=N1)NN=C2C=2C(=C(N)C=CC2)Cl)C 3-{6-[4-(amino-methyl)-4-methyl-piperidin-1-yl]-1H-pyrazolo[3,4-b]-pyrazin-3-yl}-2-chloroaniline